cetyl-[hexadecyl]trimethyl-ammonium bromide [Br-].C(CCCCCCCCCCCCCCC)C[N+](C)(C)CCCCCCCCCCCCCCCC